N6-[(S-bromothien-3-yl)methyl]adenosine BrS1C=C(C=C1)CNC=1C=2N=CN([C@H]3[C@H](O)[C@H](O)[C@@H](CO)O3)C2N=CN1